OCCCCCCOC(C(CCCCCCCC)CCCCCCCC)=O.C(C)OC(C(=C)OC(C1=CC=CC=C1)=O)=O.COC1CCC(CC1)NCC=CC(=O)N 4-(((1r,4r)-4-methoxycyclohexyl)amino)but-2-enamide (3-ethoxy-3-oxo-1-propen-2-yl)benzoate 6-hydroxyhexyl-2-octyldecanoate